OCC(O)CO.O1C=CC=C1 furan compound with glycerol